(1R,4R,5S)-4-hydroxy-2-methyl-4-(3-(6-(2-((1-methyl-1H-pyrazol-3-yl)amino)pyrimidin-4-yl)pyridin-2-yl)isoxazol-5-yl)-2-azabicyclo[3.1.0]hexan-3-one O[C@@]1(C(N([C@@H]2C[C@H]12)C)=O)C1=CC(=NO1)C1=NC(=CC=C1)C1=NC(=NC=C1)NC1=NN(C=C1)C